NC[C@H]1[C@@H](CCC1)OC=1C=NC2=CC=CN=C2C1C1=CC(=NN1)NC=1N=CC(=NC1)C#N 5-{[5-(3-{[(1R,2S)-2-(aminomethyl)cyclopentyl]oxy}-1,5-naphthyridin-4-yl)-1H-pyrazol-3-yl]amino}pyrazine-2-carbonitrile